(4S)-6-((2-(3-carbamoylbicyclo[1.1.1]pentan-1-yl)-3-oxohexahydroimidazo[1,5-a]pyrazine-7(1H)-yl)methyl)-4-(3-fluoro-2-methylphenyl)-2-(thiazol-2-yl)-1,4-dihydropyrimidine-5-carboxylate C(N)(=O)C12CC(C1)(C2)N2C(N1C(CN(CC1)CC1=C([C@@H](N=C(N1)C=1SC=CN1)C1=C(C(=CC=C1)F)C)C(=O)[O-])C2)=O